BrC=1C(=C(C=CC1)C(C(F)(F)F)NC1CC1)F N-[1-(3-bromo-2-fluoro-phenyl)-2,2,2-trifluoro-ethyl]cyclopropanamine